4'-((6-butyl-5-((3,5-dimethylphenyl)(ethyl)amino)-2,4-dihydroxypyridin-3-yl)sulfonyl)-N-methyl-[1,1'-biphenyl]-2-carboxamide C(CCC)C1=C(C(=C(C(=N1)O)S(=O)(=O)C1=CC=C(C=C1)C=1C(=CC=CC1)C(=O)NC)O)N(CC)C1=CC(=CC(=C1)C)C